C(=O)(O)CC[C@H](NC(CCCCC(OCC1=CC=CC=C1)=O)=O)C(N[C@H](C(N[C@H](C(=O)O)CC(C)C)=O)CCC(=O)O)=O (10S,13S,16S)-10,13-bis(2-carboxyethyl)-16-isobutyl-3,8,11,14-tetraoxo-1-phenyl-2-oxa-9,12,15-triazaheptadecan-17-oic Acid